N-((2R,3S)-4-amino-3-hydroxybutan-2-yl)-5-(4-(trifluoromethyl)phenoxy)-2-naphthamide NC[C@@H]([C@@H](C)NC(=O)C1=CC2=CC=CC(=C2C=C1)OC1=CC=C(C=C1)C(F)(F)F)O